[(2R,3S)-3-(cyclopropylmethyl)-7-[6-(4-methoxy-1,1-dimethyl-butyl)-5-methyl-pyrrolo[2,3-b]pyrazin-3-yl]azepan-2-yl]methanol C1(CC1)C[C@H]1[C@@H](NC(CCC1)C1=CN=C2C(=N1)N(C(=C2)C(CCCOC)(C)C)C)CO